ClC1=C(C=NN1[C@@H]1CN(CCC1(F)F)CC)NC1=NC=C(C(=N1)NCC)C(F)(F)F N2-[5-chloro-1-[(3R)-1-ethyl-4,4-difluoro-3-piperidinyl]Pyrazol-4-yl]-N4-ethyl-5-(trifluoromethyl)pyrimidine-2,4-diamine